2,2-dipropyldecanoic acid C(CC)C(C(=O)O)(CCCCCCCC)CCC